N-methyl-N-(2-(5-(4,4,5,5-tetramethyl-1,3,2-dioxaborolan-2-yl)benzo[d]thiazol-2-yl)Ethyl)Oxetan-3-amine CN(C1COC1)CCC=1SC2=C(N1)C=C(C=C2)B2OC(C(O2)(C)C)(C)C